4-(dimethylamino)-1-(3-(3-(4-phenoxyphenyl)-1H-pyrazolo[4,3-c]pyridin-1-yl)pyrrolidin-1-yl)but-2-en-1-one sodium chloride [Cl-].[Na+].CN(CC=CC(=O)N1CC(CC1)N1N=C(C=2C=NC=CC21)C2=CC=C(C=C2)OC2=CC=CC=C2)C